3-oxo-N-[2-(3-{spiro[3.4]octane-6-amido}cyclopentyl)ethyl]-2H,3H-[1,2,4]triazolo[4,3-a]pyridine-8-carboxamide O=C1NN=C2N1C=CC=C2C(=O)NCCC2CC(CC2)NC(=O)C2CC1(CCC1)CC2